C(C)N(CC)P(C1=CC(=CC(=C1)C(C)(C)C)C(C)(C)C)N(CC)CC bis(diethylamino)-3,5-di-tert-butylphenyl-phosphine